(2S,3S,4R,5R)-3,4-dihydroxyl-N-meth-yl-5-(2-(5-methoxypyridin-3-yl)-6-((pyridin-2-ylmethyl)amino)-9H-purin-9-yl)tetrahydrothiophen-2-formamide 1,1-dioxide O[C@@H]1[C@H](S([C@H]([C@@H]1O)N1C2=NC(=NC(=C2N=C1)NCC1=NC=CC=C1)C=1C=NC=C(C1)OC)(=O)=O)C(=O)NC